C(CCC(=O)O)C(=O)O propane-1,3-dicarboxylic acid